C(\C=C\C(=O)O)(=O)O.N1(CCC1)CCC1=C2C=CC(=CC2=CC=C1)O 5-(2-(azetidin-1-yl)ethyl)naphthalen-2-ol fumarate